4-[3,6-dichloro-2-(3-pyridylmethoxy)phenyl]-5-hydroxy-2,6-dimethyl-pyridazin-3-one ClC=1C(=C(C(=CC1)Cl)C=1C(N(N=C(C1O)C)C)=O)OCC=1C=NC=CC1